C1=CC=CC=2C3=CC=CC=C3N(C12)C[C@H](CN1C([C@@H](CC1)F)=O)O (R)-1-((R)-3-(9H-carbazol-9-yl)-2-hydroxypropyl)-3-fluoropyrrolidin-2-one